N1=CC=C(C2=CC=CC=C12)[Se][Se]C1=CC=NC2=CC=CC=C12 di(quinolin-4-yl) diselenide